ClC=1C(=NC=CC1C1=NC(=C(C=C1)CNC[C@@H]1CCC(N1)=O)OC)C1=C(C(=CC=C1)NC1=NC=CC(=C1F)CNC[C@@H](C)O)C (S)-5-((((3'-chloro-2'-(3-((3-fluoro-4-((((R)-2-hydroxypropyl)amino)methyl)pyridin-2-yl)amino)-2-methylphenyl)-6-methoxy-[2,4'-bipyridin]-5-yl)methyl)amino)methyl)pyrrolidin-2-one